C(C)(C)(C)N([C@@H]1CN(CC1)C=1N=NC(=CC1)C1=C(C=C(C=C1)C1=CN=NC(=C1)OC)OCOC)C (3S)-N-tert-butyl-1-{6-[2-(methoxymethoxy)-4-(6-methoxypyridazin-4-yl)phenyl]pyridazin-3-yl}-N-methylpyrrolidin-3-amine